FC=1C=CC(=NC1C(F)(F)F)[C@H](NC(=O)N1[C@@H](C(NCC1)=O)C)C1=CC=C(C=C1)OC(F)(F)F |o1:11| (2R)-N-((R or S)-(5-fluoro-6-(trifluoro-methyl)pyridin-2-yl)(4-(trifluoromethoxy)phenyl)methyl)-2-methyl-3-oxopiperazine-1-carboxamide